N-(4-benzyl-5-(4-((6-(2-(dimethylamino)ethoxy)-4-oxoquinazolin-3(4H)-yl)methyl)-4-hydroxypiperidin-1-yl)-5-oxopentyl)-4-chloroquinoline-7-carboxamide C(C1=CC=CC=C1)C(CCCNC(=O)C1=CC=C2C(=CC=NC2=C1)Cl)C(=O)N1CCC(CC1)(O)CN1C=NC2=CC=C(C=C2C1=O)OCCN(C)C